CC(C)=CCC\C(\C)=C\CS thiogeraniol